((5-bromo-6-methylpyridin-2-yl)amino)pyrrolidine-1-carboxylic acid tert-butyl ester C(C)(C)(C)OC(=O)N1C(CCC1)NC1=NC(=C(C=C1)Br)C